(R,E)-1-(3-(2-methyl-4-(4-(trifluoromethyl)phenyl)but-3-en-2-yl)pyrrolidin-1-yl)prop-2-en-1-one CC(C)(\C=C\C1=CC=C(C=C1)C(F)(F)F)[C@@H]1CN(CC1)C(C=C)=O